l-N-[4-[2-(cyclopropanecarbonylamino)pyridin-4-yl]oxy-2,5-difluorophenyl]-1-N-(4-fluorophenyl)cyclopropane-1,1-dicarboxamide C1(CC1)C(=O)NC1=NC=CC(=C1)OC1=CC(=C(C=C1F)N(C(=O)C1(CC1)C(=O)N)C1=CC=C(C=C1)F)F